N-[(6-Amino-2-pyridyl)sulfonyl]-6-(2,2-difluoro-1,3-benzodioxol-5-yl)-2-[(4S)-2,2,4-trimethylpyrrolidin-1-yl]pyridin-3-carboxamid NC1=CC=CC(=N1)S(=O)(=O)NC(=O)C=1C(=NC(=CC1)C1=CC2=C(OC(O2)(F)F)C=C1)N1C(C[C@@H](C1)C)(C)C